NC1=C(C=C(C=C1C(F)(F)F)CN1C[C@H](CCC1)C)NC(C1=CC(=CC=C1)C1(CC(C1)C)C1=NN=CN1C)=O N-(2-Amino-5-{[(3S)-3-methylpiperidin-1-yl]methyl}-3-(trifluoromethyl)phenyl)-3-[(1r,3s)-3-methyl-1-(4-methyl-1,2,4-triazol-3-yl)cyclobutyl]benzamide